tert-butyl 5-methyl-2,4-dioxo-1-piperidinecarboxylate CC1C(CC(N(C1)C(=O)OC(C)(C)C)=O)=O